Phenyltrimethylammonium bromide [Br-].C1(=CC=CC=C1)[N+](C)(C)C